NC1=NC(=CC(=N1)NCCCC)CCCCCN1CCCC1 2-amino-4-(butylamino)-6-(5-(pyrrolidin-1-yl)pentyl)pyrimidine